5-fluoro-2-methoxy-6-(4-(1-methylazetidin-3-yl)piperazin-1-yl)-N-(3-phenylpropyl)-1H-benzo[d]imidazole FC1=CC2=C(N(C(=N2)OC)CCCC2=CC=CC=C2)C=C1N1CCN(CC1)C1CN(C1)C